3-[4-[4-(4-piperidinyl)piperazin-1-yl]-phenyl]piperidine-2,6-dione N1CCC(CC1)N1CCN(CC1)C1=CC=C(C=C1)C1C(NC(CC1)=O)=O